COC(=O)N(N(C)C(C1=C(C(=CC(=C1)Br)Br)NC(=O)C1=CC(=NN1C1=NC=CC=C1Cl)Br)=O)C 2-[3,5-dibromo-2-({[3-bromo-1-(3-chloropyridin-2-yl)-1H-pyrazole-5-yl]carbonyl}amino)benzoyl]-1,2-dimethylhydrazinecarboxylic acid methyl ester